(phthalimide) levulinate C(CCC(=O)C)(=O)O.C1(C=2C(C(N1)=O)=CC=CC2)=O